(R)-5-chloro-2-fluoro-4-((1-(isoquinolin-8-yl)ethyl)amino)-N-(thiazol-2-yl)benzenesulfonamide ClC=1C(=CC(=C(C1)S(=O)(=O)NC=1SC=CN1)F)N[C@H](C)C=1C=CC=C2C=CN=CC12